COC1=CC=C(CN(C2=CC(=C(C(=N2)C=2C(=C3C=4C(=NC=NC4C2F)N(C(CO3)CC#N)C)Cl)C(F)(F)F)C)CC3=CC=C(C=C3)OC)C=C1 2-(9-(6-(bis(4-Methoxybenzyl)amino)-4-methyl-3-(trifluoromethyl)pyridin-2-yl)-8-chloro-10-fluoro-4-methyl-5,6-dihydro-4H-[1,4]oxazepino[5,6,7-de]quinazolin-5-yl)acetonitrile